CN1C(C(=CC=C1)C(=O)O)=O 1-methyl-2-oxo-1,2-dihydropyridin-3-carboxylic acid